FC(OC1CC(C1)C(C=1C=C(C=CC1)N1C(C2=CC(=CC(=C2C1)C(F)(F)F)CNC1(CCC1)C)=O)C1=NN=CN1C)F 2-(3-((3-(difluoromethoxy)cyclobutyl)(4-methyl-4H-1,2,4-triazol-3-yl)methyl)phenyl)-6-(((1-methylcyclobutyl)amino)methyl)-4-(trifluoromethyl)isoindolin-1-one